6-chloro-2-(2,6-dichloro-3,5-dimethoxyphenyl)-4-(3-methoxy-3-methylpyrrolidin-1-yl)pyrido[3,4-d]pyrimidine ClC1=CC2=C(N=C(N=C2N2CC(CC2)(C)OC)C2=C(C(=CC(=C2Cl)OC)OC)Cl)C=N1